CSC1=NC=C(C=N1)C1=NOC(=N1)C(F)(F)F 2-(methylsulfanyl)-5-[5-(trifluoromethyl)-1,2,4-oxadiazol-3-yl]pyrimidine